6-(4-((2S,6S)-4-acryloyl-6-((3,3-difluoroazetidin-1-yl)methyl)morpholin-2-yl)-6-chloropyridin-2-yl)-N-methylpyrimidine-4-carboxamide C(C=C)(=O)N1C[C@@H](O[C@H](C1)CN1CC(C1)(F)F)C1=CC(=NC(=C1)Cl)C1=CC(=NC=N1)C(=O)NC